4-(4-(4-((4-bromo-2-(2,6-dioxopiperidin-3-yl)-1-oxoisoindolin-5-yl)methyl)piperazine-1-yl)piperidin-1-yl)-N-(4-methyl-3-((4-(pyridin-3-yl)pyrimidin-2-yl)amino)phenyl)benzamide BrC1=C2CN(C(C2=CC=C1CN1CCN(CC1)C1CCN(CC1)C1=CC=C(C(=O)NC2=CC(=C(C=C2)C)NC2=NC=CC(=N2)C=2C=NC=CC2)C=C1)=O)C1C(NC(CC1)=O)=O